(trans-3',4'-difluoro-5-(4-methylpent-3-en-1-yl)-1,2,3,6-tetrahydro-[1,1'-biphenyl]-2-yl)(2,6-dihydroxyphenyl)methanone FC=1C=C(C=CC1F)[C@H]1[C@@H](CC=C(C1)CCC=C(C)C)C(=O)C1=C(C=CC=C1O)O